3-[3-[[6-(trifluoromethyl)-3-pyridinyl]amino]pyrazin-2-yl]-4H-1,2,4-oxadiazol-5-one FC(C1=CC=C(C=N1)NC=1C(=NC=CN1)C1=NOC(N1)=O)(F)F